C(C1=CC=CC=C1)C=1NC(=NN1)C(=O)NC1=NC=CC(=C1)C1=C(C(=CC=C1)OCCOC)C 5-benzyl-N-(4-(3-(2-methoxyethoxy)-2-methylphenyl)pyridin-2-yl)-4H-1,2,4-triazole-3-carboxamide